Ethyl-(R)-3-oxo-2-(thiophen-2-yl)-5-(thiophen-3-yl)-2,3-dihydro-1H-benzol C(C)[C@H]1C(C(CC(=C1)C1=CSC=C1)=O)C=1SC=CC1